2-[[3,5-dichloro-4-[[14-(2-pyridyldithio)-3,6,9,12-tetraoxatetradecen-1-yl]oxy]phenyl]amino]-benzoic acid ClC=1C=C(C=C(C1OC=COCCOCCOCCOCCSSC1=NC=CC=C1)Cl)NC1=C(C(=O)O)C=CC=C1